3,7-dimethyloctyl cyanoacrylate C(#N)C(C(=O)OCCC(CCCC(C)C)C)=C